5-((2-((tert-butyliminomethyl)oxy)-10-propyl-10H-phenothiazin-3-yl)methyl)-3-methyl-2-thioxothiazolidin-4-one C(C)(C)(C)N=COC1=CC=2N(C3=CC=CC=C3SC2C=C1CC1C(N(C(S1)=S)C)=O)CCC